2-(1-(4-fluorophenyl)-1-hydroxybutyl)phenol FC1=CC=C(C=C1)C(CCC)(O)C1=C(C=CC=C1)O